C(C)C1(CCN(CC1)C1=C(C=C(C=C1)C1=NNC(OC1)=O)C(F)(F)F)O 5-[4-(4-ethyl-4-hydroxypiperidin-1-yl)-3-(trifluoromethyl)phenyl]-3,6-dihydro-2H-1,3,4-oxadiazin-2-one